1-(4'-isopropylphenyl)-3-phenyl-propane-1,3-dione C(C)(C)C1=CC=C(C=C1)C(CC(=O)C1=CC=CC=C1)=O